N1C(=NC=2C=NC=CC21)N 1H-imidazo[4,5-c]pyridin-2-amine